(2S,5R)-N-(2-(2-chloro-3-fluorophenyl)propan-2-yl)-5-(hydroxymethyl)morpholine-2-carboxamide ClC1=C(C=CC=C1F)C(C)(C)NC(=O)[C@@H]1CN[C@@H](CO1)CO